5-(azepan-4-yl)-1,1-difluoro-5-azaspiro[2.5]octane dihydrochloride Cl.Cl.N1CCC(CCC1)N1CC2(CC2(F)F)CCC1